2-(2-Aminoethoxy)-1-ethanol NCCOCCO